C(C)(=O)N1C(C(NC2=C(C1)C=CC=C2)=O)C(C)C 4-acetyl-3-isopropyl-1,3,4,5-tetrahydro-2H-benzo[1,4]diazepin-2-one